BrC1=CC=C2C(=NN(C(C2=C1)=S)CC(=O)[O-])C(F)F 2-(7-bromo-4-(difluoromethyl)-1-thioxophthalazin-2(1H)-yl)acetate